ethyl 3-bromo-6-[(6-chloro-5-methylpyridazin-3-yl)(methyl)amino]pyridine-2-carboxylate BrC=1C(=NC(=CC1)N(C)C=1N=NC(=C(C1)C)Cl)C(=O)OCC